C1(CCCCC1)C1=C(C=C(C=C1O)C=CC1=CC(=CC=C1)F)O 2-cyclohexyl-5-(3-fluorostyryl)-1,3-benzenediol